ClC1=NC=C(C(=C1)C1=C(C=NC(=C1)C)C(=O)NC=1SC(=NN1)OCC1=NC=C(C=C1)[C@H](C)O)OC (S)-2'-chloro-N-(5-((5-(1-hydroxyethyl)pyridin-2-yl)methoxy)-1,3,4-thiadiazol-2-yl)-5'-methoxy-6-methyl-(4,4'-bipyridin)-3-carboxamide